3-(5-bromothiazol-2-yl)-N-phenyl-3,6-diazabicyclo[3.1.1]heptane-6-carboxamide BrC1=CN=C(S1)N1CC2N(C(C1)C2)C(=O)NC2=CC=CC=C2